N,N-bis(2-hydroxyethyl)-3-methoxy-4-nitrobenzenesulfonamide OCCN(S(=O)(=O)C1=CC(=C(C=C1)[N+](=O)[O-])OC)CCO